OC1=C(C(=CC(=C1S(=O)(=O)NC1=CC=CC=C1)CCCCC)O)C1C(CCC(=C1)C)C(=C)C 2,6-dihydroxy-5'-methyl-4-pentyl-N-phenyl-2'-(prop-1-en-2-yl)-1',2',3',4'-tetrahydro-[1,1'-biphenyl]-3-sulfonamide